N1(CCNCC1)C1=CC=C(C=C1)N1C(C2=CC=CC=C2C1)=O 4-(piperazin-1-yl)phenylIsoindolin-1-one